BrC1=CC=C2C(=NC(N(C2=C1)C1=CC(=CC=C1)P(=O)(C)C)=O)NC1CC1 7-bromo-4-(cyclopropylamino)-1-(3-dimethylphosphorylphenyl)quinazolin-2(1H)-one